ClC=1C=C(C=CC1C#N)C1=NN(C=C1)C[C@H](CC)NC(=O)C1=CC(=NN1)C(C)O N-((S)-1-(3-(3-chloro-4-cyanophenyl)-1H-pyrazol-1-yl)butan-2-yl)-3-(1-hydroxyethyl)-1H-pyrazole-5-carboxamide